BrCCCCOC=1C=CC(=NC1)C1CCN(CC1)C1=CC(=C(C#N)C=C1)C(F)(F)F 4-(4-(5-(4-bromobutoxy)pyridin-2-yl)piperidin-1-yl)-2-(trifluoromethyl)benzonitrile